NC1=NC=C(C=C1O[C@H](C)C1=CC=CC(=N1)NC(C1=CC(=CC=C1)C)=O)Cl (R)-N-(6-(1-((2-amino-5-chloropyridin-3-yl)oxy)ethyl)pyridin-2-yl)-3-methylbenzamide